C[C@H]1[C@H]([C@H]([C@H]([C@@H](O1)O[C@H]2[C@@H]([C@H](O[C@H]([C@@H]2O)OCCCCCN)CO)O)O)O[C@H]3[C@@H]([C@H]([C@@H]([C@H](O3)CO)O)O)O)O The molecule is a trisaccharide derivative consisting of a beta-D-glucosyl residue glycosidically linked to a 5-aminopentyl group and which carries at O-3 a beta-D-glucosyl-(1->3)-6-deoxy-alpha-L-talosyl disaccharide unit. It is a trisaccharide derivative and a glycoside.